5-[(Z)-2-{6-[(cyclopropylmethyl)amino]pyridin-3-yl}-2-fluorovinyl]-6-methylpyridine-3-carboxylic acid ethyl ester C(C)OC(=O)C=1C=NC(=C(C1)\C=C(/F)\C=1C=NC(=CC1)NCC1CC1)C